(R)-6-bromo-2-methyl-N-(1-(5-nitropyridin-3-yl)ethyl)quinazolin-4-amine BrC=1C=C2C(=NC(=NC2=CC1)C)N[C@H](C)C=1C=NC=C(C1)[N+](=O)[O-]